ClC1=NC=CC(=C1)/C=C/C(=O)OC methyl (E)-3-(2-chloro-4-pyridyl)prop-2-enoate